N-(2-bromo-5-chloro-4-methylphenyl)acetamide BrC1=C(C=C(C(=C1)C)Cl)NC(C)=O